glycerol monoerucate citrate C(CC(O)(C(=O)O)CC(=O)O)(=O)O.C(CCCCCCCCCCC\C=C/CCCCCCCC)(=O)O.OCC(O)CO